C(C)(C)N1C(C=2C3=C(N(N=C3CC1)C1=NNC=C1)N=C(C2)N2[C@@H](COCC2)C)C (3R)-4-(7-isopropyl-6-methyl-2-(1H-pyrazol-3-yl)-6,7,8,9-tetrahydro-2H-1,2,3,7-tetraazabenzo[cd]azulen-4-yl)-3-methylmorpholine